(S)-3-(5-(4-((1-(4-((1R,2R)-6-hydroxy-2-(2-ethylbutyl)-1,2,3,4-tetraHydronaphthalen-1-yl)phenyl)piperidin-4-yl)methyl)piperazin-1-yl)-1-oxoisoindolin-2-yl)piperidine-2,6-dione OC=1C=C2CC[C@@H]([C@@H](C2=CC1)C1=CC=C(C=C1)N1CCC(CC1)CN1CCN(CC1)C=1C=C2CN(C(C2=CC1)=O)[C@@H]1C(NC(CC1)=O)=O)CC(CC)CC